OC[C@H](C1=CC=CC=C1)NC1=CC(=NC=C1C=1OC(=NN1)C=1C=NC=CC1)NC1=CC=C2C(=N1)C(OC2O)(C)C 2-((4-(((S)-2-hydroxy-1-phenylethyl)amino)-5-(5-(pyridin-3-yl)-1,3,4-oxadiazol-2-yl)pyridin-2-yl)amino)-7,7-dimethyl-5,7-dihydrofuro[3,4-b]pyridin-5-ol